C(C)(C)(C)OC(=O)N1CCC(CC1)(CO)C([C@@H](C)O)O 4-((2R)-1,2-dihydroxypropyl)-4-(hydroxymethyl)piperidine-1-carboxylic acid tert-butyl ester